N-(3-amino-2-hydroxypropyl)-1-[2-chloro-4-[[3-(3-fluoro-4-methoxyphenyl)imidazo[1,2-a]pyrazin-8-yl]amino]benzoyl]piperidine-4-carboxamide NCC(CNC(=O)C1CCN(CC1)C(C1=C(C=C(C=C1)NC=1C=2N(C=CN1)C(=CN2)C2=CC(=C(C=C2)OC)F)Cl)=O)O